C(C)(C)C1=CC=C(C(=O)N2CCC(CC2)C#N)C=C1 1-(4-isopropylbenzoyl)piperidine-4-carbonitrile